N-(2-hydroxyethyl)-N,1-dimethyl-1H-pyrazole-5-carboxamide OCCN(C(=O)C1=CC=NN1C)C